{4-{9-[(2-aminocyclohexyl)amino]-5,6,7,8-tetrahydroacridin-2-yl}pyridin-2-yl}cyclopropanecarboxamide NC1C(CCCC1)NC=1C=2CCCCC2N=C2C=CC(=CC12)C1=CC(=NC=C1)C1(CC1)C(=O)N